COCCCNCC(=O)O 2-(3-Methoxypropylamino)acetic acid